Octyl-trioxyethanol C(CCCCCCC)OOOC(C)O